(piperidin-1-yl)-methanone N1(CCCCC1)C=O